BrC=1C=C(C=CC1)[C@@H](C)NC=1C2=C(N=C(N1)C)C=NC(=C2)N2C[C@@H](CC2)NC(C)=O N-[(3R)-1-(4-{[(1R)-1-(3-bromophenyl)ethyl]amino}-2-methylpyrido[3,4-d]pyrimidin-6-yl)pyrrolidin-3-yl]acetamide